C(CCCCC)(=O)N1[C@@H](CCC1)C(=O)O caproyl-proline